2-((benzylamino)methyl)-5-bromo-4-ethoxythiophene-3-carboxylic acid C(C1=CC=CC=C1)NCC=1SC(=C(C1C(=O)O)OCC)Br